ClC=1C(=NC(=NC1)NC1=C(C=C(C(=O)NCCOC)C=C1)OC)C=1C=NN(C1)C(C)C 4-((5-chloro-4-(1-isopropyl-1H-pyrazol-4-yl)pyrimidin-2-yl)amino)-3-methoxy-N-(2-methoxyethyl)benzamide